NC1=C2C(=NC=N1)N(N=C2C2=CC=C(C=C2)OC2=CC=C(C=C2)F)C2CC(CC2)=O 3-(4-amino-3-(4-(4-fluorophenoxy)phenyl)-1H-pyrazolo[3,4-d]pyrimidin-1-yl)cyclopentan-1-one